tert-butyl (R)-3-(2-methylpyrimidin-5-yl)-3-(3-(3-(5,6,7,8-tetrahydro-1,8-naphthyridin-2-yl)propyl)-1H-pyrazol-1-yl)propanoate CC1=NC=C(C=N1)[C@@H](CC(=O)OC(C)(C)C)N1N=C(C=C1)CCCC1=NC=2NCCCC2C=C1